C(=O)(OC(C)(C)C)N[C@H](CC(=O)O)CC1=CC=C(C=C1)OCC1=CC=CC=C1 (S)-3-(Boc-amino)-4-(4-benzyloxyphenyl)butyric acid